1-isopropyl-3-(4-(trifluoromethyl)pyridin-2-yl)-1,3,8-triazaspiro[4.5]decane-2,4-dione C(C)(C)N1C(N(C(C12CCNCC2)=O)C2=NC=CC(=C2)C(F)(F)F)=O